[4-(4-{[6-(7-methoxy-imidazo[1,2-a]pyridin-3-yl)-pyrimidin-4-ylamino]-methyl}-phenyl)-2-methyl-2H-pyrazol-3-yl]-methanol COC1=CC=2N(C=C1)C(=CN2)C2=CC(=NC=N2)NCC2=CC=C(C=C2)C2=C(N(N=C2)C)CO